1-hydroxyethyl-3-methyl-imidazole bistrifluoromethanesulfonimide salt [N-](S(=O)(=O)C(F)(F)F)S(=O)(=O)C(F)(F)F.OC(C)C1=NC=CN1C